α-(4-carboxy-2-n-propyl-d7-phenoxy)-3,4-methylenedioxyphenyl-acetamide dipotassium salt [K+].[K+].C(=O)([O-])C1=CC(=C(OC(C(=O)[NH-])C2=CC3=C(C=C2)OCO3)C=C1)C(C(C([2H])([2H])[2H])([2H])[2H])([2H])[2H]